3-(2-(sec-butoxy)quinolin-6-yl)-8-methoxy-2-thioxo-2,3-dihydro-4H-pyrido[2,3-e][1,3]oxazin-4-one C(C)(CC)OC1=NC2=CC=C(C=C2C=C1)N1C(OC2=C(C1=O)N=CC=C2OC)=S